3,5-dichloro-1-(4-methyltetrahydro-2H-pyran-4-yl)pyrazine-2(1H)-one ClC=1C(N(C=C(N1)Cl)C1(CCOCC1)C)=O